rel-3-chloro-4-[(3,5-difluoropyridin-2-yl)methoxy]-2'-[5-(2-hydroxypropan-2-yl)-6-oxopyrimidin-1-yl]-5',6-dimethyl-[1,4'-bipyridin]-2-one ClC=1C(N(C(=CC1OCC1=NC=C(C=C1F)F)C)C1=CC(=NC=C1C)N1C=NC=C(C1=O)C(C)(C)O)=O